ClC1=CN=CS1 5-chloro-thiazol